N-(2-chloro-4-trifluoromethylphenyl)-3,4,5-tribenzyloxybenzamide ClC1=C(C=CC(=C1)C(F)(F)F)NC(C1=CC(=C(C(=C1)OCC1=CC=CC=C1)OCC1=CC=CC=C1)OCC1=CC=CC=C1)=O